NC1=NC(=NC(=N1)OC)NC=1C=C(C=CC1N[C@@H](C1=CC=CC=2OC(OC21)(F)F)C2=NC=CC=C2Cl)S(=O)(=O)N (S)-3-((4-amino-6-methoxy-1,3,5-triazin-2-yl)amino)-4-(((3-chloropyridin-2-yl)(2,2-difluorobenzo[d][1,3]dioxol-4-yl)methyl)amino)benzenesulfonamide